2-cyclopropylsulfonylpyridine-4-carboxylic acid C1(CC1)S(=O)(=O)C1=NC=CC(=C1)C(=O)O